C(C)(C)(C)C1=C(OP(OC2=C(C=C(C(=C2)C)C(C)(C)C)C(C)(C)C)C2=C(C=CC=C2)C2=CC=CC=C2)C=C(C(=C1)C(C)(C)C)C [bis(2,4-di-t-butyl-5-Methylphenoxy)phosphino]biphenyl